ClC=1C=CC2=C(N=C(S2)CNN(C(C)=O)C)C1 N'-[(5-chloro-1,3-benzothiazol-2-yl)methyl]-N-methyl-acetohydrazide